FC(=C(OC(C(OC(C(C(C(C#N)(F)F)(F)F)(F)F)(F)F)(C(F)(F)F)F)(F)F)F)F Perfluoro-(10-cyano-5-methyl-3,6-dioxa-1-decene)